C(CCCCCCCCCCCCCCC(C)C)(=O)O.C(CCCCCCCCCCCCCCC(C)C)(=O)O.OCC(O)CO.OCC(O)CO Diglycerin diisostearate